C1(CC1)COC1=NC(=CC=C1C=1C(=C(C#N)C=CC1)C)C(=O)N1[C@@H](C\C(\C1)=N/OC)CO (S,E)-3-(2-(cyclopropylmethoxy)-6-(2-(hydroxymethyl)-4-(methoxyimino)pyrrolidine-1-carbonyl)pyridin-3-yl)-2-methylbenzonitrile